2-methyl-1,2-propanedithiol CC(CS)(C)S